N-cyclopropyl-8-(4-isobutyrylpiperazin-1-yl)-3-(5-(trifluoromethyl)-1,3,4-thiadiazol-2-yl)imidazo[1,5-a]pyridine-6-sulfonamide C1(CC1)NS(=O)(=O)C=1C=C(C=2N(C1)C(=NC2)C=2SC(=NN2)C(F)(F)F)N2CCN(CC2)C(C(C)C)=O